N-(7-bromo-benzo[d][1,3]dioxol-4-yl)-7-methylquinolin-4-amine BrC1=CC=C(C2=C1OCO2)NC2=CC=NC1=CC(=CC=C21)C